bis(9,9'-spirobi[9H-fluoren]-2-yl)-N,N'-diphenyl-4,4'-diaminobiphenyl C1=C(C=CC=2C3=CC=CC=C3C3(C12)C1=CC=CC=C1C=1C=CC=CC13)C=1C(=C(C=CC1NC1=CC=CC=C1)C1=CC=C(C=C1)NC1=CC=CC=C1)C1=CC=3C2(C4=CC=CC=C4C3C=C1)C1=CC=CC=C1C=1C=CC=CC12